rac-(1R,2R)-2-(1-methyl-1H-pyrazol-5-yl)cyclopropan-1-amine CN1N=CC=C1[C@H]1[C@@H](C1)N |r|